5-((2-(4-(t-butyl)phenyl)pyridin-4-yl)methylene)-3-(2-morpholinoethyl)thiazolidine-2,4-dione C(C)(C)(C)C1=CC=C(C=C1)C1=NC=CC(=C1)C=C1C(N(C(S1)=O)CCN1CCOCC1)=O